ClC1=C(C=CC(=C1I)F)N(C(OC(C)(C)C)=O)S(=O)(=O)N1CC(C1)OC tert-butyl (2-chloro-4-fluoro-3-iodophenyl)((3-methoxyazetidin-1-yl)sulfonyl)carbamate